1-(2-((5-fluorobenzo[d]oxazol-2-yl)amino)benzo[d]oxazol-5-yl)-N,N-dimethyl-cyclopropane-1-carboxamide FC=1C=CC2=C(N=C(O2)NC=2OC3=C(N2)C=C(C=C3)C3(CC3)C(=O)N(C)C)C1